2-amino-N-(9-(pyridin-2-yl)-6-oxaspiro[4.5]decan-9-yl)acetamide NCC(=O)NC1(CCOC2(CCCC2)C1)C1=NC=CC=C1